[Na+].[Si]([O-])([O-])([O-])[O-].[Li+].[Mg+2] magnesium lithium silicate sodium salt